C1(CC1)C=1C(=CC(=C(C(=O)O)C1)F)COCC1(CN(C1)C(CC)C1=CC(=CC(=C1)F)F)F 5-cyclopropyl-4-(((1-(1-(3,5-difluorophenyl)propyl)-3-fluoroazetidin-3-yl)methoxy)methyl)-2-fluorobenzoic acid